ClC1=CC=C(C(=N1)N1N=C(C=C1C)C#N)CO 1-(6-chloro-3-methylol-2-pyridyl)-5-methyl-pyrazole-3-carbonitrile